6-(2-(5-Cyclopropyl-3-(3,5-dichloropyridin-4-yl)isoxazol-4-yl)-7-azaspiro[3.5]non-1-en-7-yl)-4-(trifluoromethyl)chinolin C1(CC1)C1=C(C(=NO1)C1=C(C=NC=C1Cl)Cl)C1=CC2(C1)CCN(CC2)C=2C=C1C(=CC=NC1=CC2)C(F)(F)F